OC1=C(C(N(C2=NC=CC=C12)CCN1CCOCC1)=O)C(=O)NC1CCC(CC1)C 4-hydroxy-N-((1s,4s)-4-methylcyclohexyl)-1-(2-morpholinoethyl)-2-oxo-1,2-dihydro-1,8-naphthyridine-3-carboxamide